CC1(OC[C@@H](O1)/C=C/C(=O)OC)C Methyl (2E)-3-[(4S)-2,2-dimethyl-1,3-dioxolan-4-yl]prop-2-enoate